tert-butyl((3S,4S)-8-(5-((2-chloro-3-sulfamoylphenyl)thio)pyrazin-2-yl)-3-methyl-2-oxa-8-azaspiro[4.5]decan-4-yl)carbamate C(C)(C)(C)OC(N[C@@H]1[C@@H](OCC12CCN(CC2)C2=NC=C(N=C2)SC2=C(C(=CC=C2)S(N)(=O)=O)Cl)C)=O